(2S)-4-(hydroxymethyl)pyrrolidine 2-ethyl-1,3,4-trimethylimidazolemaleate C(C)C1(N(C=C(N1C)C)C)/C(=C/C(=O)O)/C(=O)O.OCC1CCNC1